O1C(CCCC1)N1N=CC2=C(C=C(C=C12)C#N)B1OC(C(O1)(C)C)(C)C 1-tetrahydropyran-2-yl-4-(4,4,5,5-tetramethyl-1,3,2-dioxaborolan-2-yl)indazole-6-carbonitrile